C(C1=CC=CC=C1)N1CC(N2C1=C(C(=CC2=O)CC2=C1C=CN=CC1=CC=C2)C2=CC(=CC=C2)C(F)(F)F)C(=O)[O-] 1-benzyl-7-(isoquinolin-5-ylmethyl)-5-oxo-8-(3-(trifluoromethyl) phenyl)-1,2,3,5-tetrahydroimidazo[1,2-a]pyridine-3-carboxylate